N-(4-methoxyphenyl)pent-4-enamide COC1=CC=C(C=C1)NC(CCC=C)=O